benzyl (2S,4S)-4-(((2S,4S,5R)-4-(benzyloxy)-5-((benzyloxy) methyl) tetrahydroFuran-2-yl) methyl)-2-(tert-butyl)-5-oxooxazolidine-3-carboxylate C(C1=CC=CC=C1)O[C@H]1C[C@@H](O[C@@H]1COCC1=CC=CC=C1)C[C@@H]1N([C@@H](OC1=O)C(C)(C)C)C(=O)OCC1=CC=CC=C1